N,N'-(sulfonyl-di-p-phenylene)dimaleimide S(=O)(=O)(C1=CC=C(C=C1)N1C(C=CC1=O)=O)C1=CC=C(C=C1)N1C(C=CC1=O)=O